BrC=1C=CC(=C(C(=O)O[C@H](CC(=O)OCC)C)C1)Cl [(1S)-3-ethoxy-1-methyl-3-oxo-propyl] 5-bromo-2-chloro-benzoate